S(O)(O)(=O)=O.C(CCC)S(=O)(=O)N1CN(C=C1)S(=O)(=O)CCCC 1,3-Dibutylsulphonyl-imidazole bisulfate